1-(4-hydroxy-3-methoxyphenyl)-2-[4-(3-hydroxypropyl)-2-methoxyphenoxy]-propane-1,3-diol OC1=C(C=C(C=C1)C(C(CO)OC1=C(C=C(C=C1)CCCO)OC)O)OC